FC(C(=O)O)(F)F.C1(CCCCC1)OC=1C=C(OC=2N=NNC2C(=O)O)C=CC1 4-(3-(cyclohexyloxy)phenoxy)-1H-1,2,3-triazole-5-carboxylic acid 2,2,2-trifluoroacetate